tert-butyl-(2S,5R)-2,5-diethyl-4-(1-(4-fluoro-2-(methoxymethyl)phenyl)ethyl)piperazin C(C)(C)(C)N1[C@H](CN([C@@H](C1)CC)C(C)C1=C(C=C(C=C1)F)COC)CC